1-(1-methyl-1H-pyrazol-4-yl)-1,4lambda5-azaphosphinan-4-one CN1N=CC(=C1)N1CCP(CC1)=O